N-(5-(difluoromethoxy)-1H-pyrazol-3-yl)-6-(((3R,4R)-3-fluoro-1,3-dimethylpiperidin-4-yl)oxy)pyrazin-2-amine FC(OC1=CC(=NN1)NC1=NC(=CN=C1)O[C@H]1[C@](CN(CC1)C)(C)F)F